C1(=CC=CC=C1)C1=NCCC2=CC=CC=C12 1-Phenyl-3,4-dihydroisoquinoline